O-((2R,3R-4R,5R)-5-(6-amino-2-chloro-9H-purin-9-yl)-4-((tert-butyldimethylsilyl)oxy)-2-(((4-methoxyphenyl)diphenylmethoxy)methyl) tetrahydrofuran-3-yl) 1H-imidazole-1-carbothioate N1(C=NC=C1)C(O[C@@H]1[C@H](O[C@H]([C@@H]1O[Si](C)(C)C(C)(C)C)N1C2=NC(=NC(=C2N=C1)N)Cl)COC(C1=CC=CC=C1)(C1=CC=CC=C1)C1=CC=C(C=C1)OC)=S